(S)-2-methyl-N-[(1R)-1-{6-[(2R)-2-methylpyrrolidin-1-yl]-1-oxo-2,3-dihydro-1H-pyrrolo[3,4-c]pyridin-4-yl}ethyl]propane-2-sulfinamide CC(C)(C)[S@](=O)N[C@H](C)C1=NC(=CC2=C1CNC2=O)N2[C@@H](CCC2)C